[Na].[Na].C1(=CC=CC=C1)C=1N=C(C=2N=CN([C@H]3[C@H](O)[C@H](O)[C@@H](COP(=O)(O)O)O3)C2N1)O 2-phenyl-5'-inosinic acid disodium